1-(3-Hydroxy-4-methoxy-5-methylphenyl)ethanone OC=1C=C(C=C(C1OC)C)C(C)=O